N-(4-(N,N-bis(4-methoxybenzyl)sulfamoyl)-1-(3-methylbutan-2-yl)-1H-indazol-6-yl)-2-(2-chlorophenyl)acetamide COC1=CC=C(CN(S(=O)(=O)C2=C3C=NN(C3=CC(=C2)NC(CC2=C(C=CC=C2)Cl)=O)C(C)C(C)C)CC2=CC=C(C=C2)OC)C=C1